ClC1=CC=C(CC2C(N(C3CC23)C2=C(C(=NN2)C2=CN=NC=C2)C#N)=O)C=C1 endo-5-(4-(4-chlorobenzyl)-3-oxo-2-azabicyclo[3.1.0]hexan-2-yl)-3-(pyridazin-4-yl)-1H-pyrazole-4-carbonitrile